(((1S,2S)-2-(3,3-dimethylpiperidin-1-yl)cyclopentyl)oxy)isobenzofuran-1(3H)-one CC1(CN(CCC1)[C@@H]1[C@H](CCC1)OC1OC(C2=CC=CC=C12)=O)C